ClC=1C=C(C=CC1F)C1=CC=C2C(C(COC2=C1)(C)C)NC(O[C@@H]1CN2CCC1CC2)=O (S)-quinuclidin-3-yl (7-(3-chloro-4-fluorophenyl)-3,3-dimethylchroman-4-yl)carbamate